C1(CCCCC1)N1CCC(CC1)NC1=NC(=NC2=CC(=C(C=C12)OC)OC)NCCCNC(CF)=O N-(3-((4-((1-cyclohexylpiperidin-4-yl)amino)-6,7-dimethoxyquinazolin-2-yl)amino)propyl)-2-fluoroacetamide